cis-dichloro-(1R,2R)-1,2-cyclohexanediamine platinum [Pt].Cl[C@]1([C@](CCCC1)(N)Cl)N